ClC=1C=C(C=C2C(=CN=CC12)C(=O)O)NC(C1=C(C=CC(=C1)OC)O)=O 8-chloro-6-(2-hydroxy-5-methoxybenzoylamino)isoquinoline-4-carboxylic acid